(2S)-N-(4-[([2-amino-4-hydroxypteridin-6-yl]methyl)amino]benzoyl)glutamic acid NC1=NC2=NC=C(N=C2C(=N1)O)CNC1=CC=C(C(=O)N[C@@H](CCC(=O)O)C(=O)O)C=C1